2-{8-Methyl-[1,2,4]triazolo[1,5-a]pyridin-6-yl}-3-(propan-2-yl)-5-[(pyrrolidin-2-yl)methyl]-1H-indol CC=1C=2N(C=C(C1)C=1NC3=CC=C(C=C3C1C(C)C)CC1NCCC1)N=CN2